C1(CC1)C1=C2C=CC=C(C2=CC=C1)NC(C1=CC(=C(C=C1)F)OCCO)=O N-(5-Cyclopropylnaphthalen-1-yl)-4-fluoro-3-(2-hydroxyethoxy)benzamide